Silahexane-1,1-diylbis(methylene) bis(furan-2-carboxylate) O1C(=CC=C1)C(=O)OC[SiH](CCCCC)COC(=O)C=1OC=CC1